tert-butyl N-{[5-(2,4-difluorophenyl)-1-(3-ethanesulfonylamino benzenesulfonyl)-1H-pyrrol-3-yl] methyl}-N-methylcarbamate FC1=C(C=CC(=C1)F)C1=CC(=CN1S(=O)(=O)C1=CC(=CC=C1)NS(=O)(=O)CC)CN(C(OC(C)(C)C)=O)C